NC1=C(C=CC=C1)C=1OC[C@@H](N1)C1=CC=CC=C1 (S)-2-(2-aminophenyl)-4-(phenyl)-4,5-dihydrooxazole